2-methyl-6-(3-methyl-1-benzofuran-5-yl)-N-[(1S)-1-{6'-methyl-[3,3'-bipyridin]-5-yl}ethyl]pyrimidin CC1N(C(=CC=N1)C=1C=CC2=C(C(=CO2)C)C1)[C@@H](C)C=1C=C(C=NC1)C=1C=NC(=CC1)C